CC1(OB(OC1(C)C)C1=CC=2C3(C4=CC=CC=C4OC2C=C1)C1=CC=CC=C1C=1C=CC=CC13)C 4,4,5,5-tetramethyl-2-(spiro[fluorene-9,9'-xanthen]-2'-yl)-1,3,2-dioxaborolan